mono-2-ethylhexyl-phosphoric acid C(C)C(COP(O)(O)=O)CCCC